3,4'-bisdiethylaminobenzophenone C(C)N(C=1C=C(C(=O)C2=CC=C(C=C2)N(CC)CC)C=CC1)CC